N-[[6-[3-(6-methyl-2-pyridyl)-1H-pyrazol-4-yl]-1,5-naphthyridin-3-yl]methyl]-3-morpholino-propan-1-amine CC1=CC=CC(=N1)C1=NNC=C1C=1N=C2C=C(C=NC2=CC1)CNCCCN1CCOCC1